N-[1-[[(2-Chloroacetyl)-[(2-oxo-pyrrolidin-3-yl)methyl]amino]carbamoyl]-3-methyl-butyl]-1H-indole-2-carboxamide ClCC(=O)N(CC1C(NCC1)=O)NC(=O)C(CC(C)C)NC(=O)C=1NC2=CC=CC=C2C1